1,3,5-benzenetricarboxylic acid tris(4-n-hexylcyclohexylamide) C(CCCCC)C1CCC(CC1)NC(=O)C1=CC(=CC(=C1)C(=O)NC1CCC(CC1)CCCCCC)C(=O)NC1CCC(CC1)CCCCCC